2-(4-methylcyclohexanecarboxamido)benzo[d]thiazole-6-carboxylic acid CC1CCC(CC1)C(=O)NC=1SC2=C(N1)C=CC(=C2)C(=O)O